C(=O)(O)CN1CC=NN(CCN(CC1)CC(=O)O)CC(=O)O 4,7,10-tris(carboxymethyl)-1,4,7,10-tetraazacyclodecaneN